(S)-l-1-chloro-3-cyclopropyl-8-((3S,5R)-3,5-dimethylpiperazin-1-yl)-10-(trifluoromethyl)-3,4-dihydro-2H,6H-[1,4]thiazepino[2,3,4-ij]quinazolin-6-one ClS1C[C@H](CN2C(N=C(C3=CC(=CC1=C23)C(F)(F)F)N2C[C@@H](N[C@@H](C2)C)C)=O)C2CC2